C1(CCCCC1)CSC=1N(C(=NN1)CNC(C=CN1N=C(C=C1)C)=O)C1=CC=C(C=C1)F N-{[5-[(cyclohexylmethyl)thio]-4-(4-fluorophenyl)-4H-1,2,4-triazol-3-yl]methyl}-3-(3-methyl-1H-pyrazol-1-yl)propenamide